ethyl 4-(2-bromo-4-fluorophenyl)-6-((N-methyl-pivaloylamino) methyl)-2-(thiazol-2-yl)-1,4-dihydropyrimidine-5-carboxylate BrC1=C(C=CC(=C1)F)C1N=C(NC(=C1C(=O)OCC)CN(C)C(C(C)(C)C)=O)C=1SC=CN1